C(CCC)OC1=CC=CC=C1 butyl-phenylether